2'-(3-methylbutanoyl)-2',3'-dihydro-4'H-spiro[cyclohexane-1,1'-isoquinoline] CC(CC(=O)N1C2(C3=CC=CC=C3CC1)CCCCC2)C